butyl trifluoroethylene telluride C(CCC)C1(C(F)(F)[Te]1)F